2-((8-Fluoro-1,2,3,5,6,7-hexahydro-s-indacen-4-yl)amino)-N-((3-hydroxy-3-methylpyrrolidin-1-yl)sulfonyl)oxazole-4-carboxamide FC=1C=2CCCC2C(=C2CCCC12)NC=1OC=C(N1)C(=O)NS(=O)(=O)N1CC(CC1)(C)O